3-((5-(6',8'-dihydro-2H-spiro[benzofuran-3,9'-pyrido[3',2':4,5]imidazo[2,1-c][1,4]oxazin]-2'-yl)pyrimidin-2-yl)amino)cyclobutanol N1=C(C=CC=2N=C3COCC4(N3C21)COC2=C4C=CC=C2)C=2C=NC(=NC2)NC2CC(C2)O